methyl (S)-2-((4-((6-((2-fluoro-4-((trimethylsilyl) ethynyl) phenoxy) methyl) pyridin-2-yl) oxy) piperidin-1-yl) methyl)-1-(oxetan-2-ylmethyl)-1H-benzo[d]imidazole-6-carboxylate FC1=C(OCC2=CC=CC(=N2)OC2CCN(CC2)CC2=NC3=C(N2C[C@H]2OCC2)C=C(C=C3)C(=O)OC)C=CC(=C1)C#C[Si](C)(C)C